N1CC1C(=C(C(=O)OCC(CO)(CO)CO)C1CN1)C1CN1 pentaerythritol tris(3-aziridinyl)acrylate